CCCCCCC=CC(=O)O nonenoic acid